C1(CCCC1)OC1=NC=C(C(=N1)OC1=CC=CC=C1)C(=O)NC(C)C=CS(=O)(=O)C 2-(cyclopentyloxy)-N-(4-(methylsulfonyl)but-3-en-2-yl)-4-phenoxypyrimidine-5-carboxamide